CC(CCC(=O)OC(C)C)=CC isopropyl 4-methyl-4-hexenoate